C(C1=CC=CC=C1)NC=1C2=C(C(=NC1)C1=C3C(=NC=C1)N(C=C3)C)CN(C2=O)C(=O)OC(C)(C)C tert-butyl 7-(benzylamino)-4-(1-methyl-1H-pyrrolo[2,3-b]pyridin-4-yl)-1-oxo-1,3-dihydro-2H-pyrrolo[3,4-c]pyridine-2-carboxylate